C(C)N(C(=O)C=1C(=C2[C@H]3[C@H](C(OC2=CC1CCCCC)(C)C)CCC(=C3)C)O)CC (6aR,10aR)-N,N-diethyl-1-hydroxy-6,6,9-trimethyl-3-pentyl-6a,7,8,10a-tetrahydrobenzo[c]chromene-2-carboxamide